7,4-dicyanooxynaphthalene C(#N)OC1=CC=C2C(=CC=CC2=C1)OC#N